(2R)-2-((1,1,1-Trifluoropropan-2-yl)oxy)propanoic acid FC(C(C)O[C@@H](C(=O)O)C)(F)F